FC1=C(COC2=C(C(N(C(=C2)C)CC2=CC=C(CNC(CN)=O)C=C2)=O)Br)C=CC(=C1)F N-(4-((4-(2,4-difluorobenzyloxy)-3-bromo-6-methyl-2-oxopyridin-1(2H)-yl)methyl)benzyl)-2-aminoacetamide